CC1=NC=C(C(=C1)C=1NC2=CC=C(C=C2C1C(C)C)C1CCN(CC1)CC1=NN=CN1C)C 2-(2,5-dimethylpyridin-4-yl)-3-isopropyl-5-(1-((4-methyl-4H-1,2,4-triazol-3-yl)methyl)piperidin-4-yl)-1H-indole